N-((6-((cis-3-hydroxycyclobutyl)amino)pyridin-2-yl)sulfonyl)cyclopropane-1-carboxamide O[C@H]1C[C@H](C1)NC1=CC=CC(=N1)S(=O)(=O)NC(=O)C1CC1